CC1=CCC(CC1)C(C=O)CC (4-methylcyclohex-3-en-1-yl)butanal